C(C)OC(CCOCCC(OCC)=O)=O 3-ethoxy-3-oxopropyl ether